4-(4-(2,4-difluorophenoxy)-1-(methylsulfonyl)-1H-benzo[d]imidazol-6-yl)-6-methyl-1,6-dihydro-7H-pyrrolo[2,3-c]pyridin-7-one FC1=C(OC2=CC(=CC=3N(C=NC32)S(=O)(=O)C)C=3C2=C(C(N(C3)C)=O)NC=C2)C=CC(=C1)F